C1(=CC=CC=C1)C1(CC(C2=CC=CC=C12)(C)C)C 1-phenyl-1,3,3-trimethyl-indan